C1(CC1)N1C(C(=CC=C1)C(CC#CC#CC=1C=CNC1)C1=C(C=CC(=C1)F)F)=O 4-(6-(1-cyclopropyl-2-oxo-1,2-dihydropyridin-3-yl)-6-(2,5-difluorophenyl)hexa-1,3-diyne-1-yl)-1H-pyrrole